(2S,3R)-4,4-difluoro-2-((2-fluoro-[1,1'-biphenyl]-3-yl)methyl)-3-(methylsulfonylamino)pyrrolidine-1-carboxylic acid tert-butyl ester C(C)(C)(C)OC(=O)N1[C@H]([C@H](C(C1)(F)F)NS(=O)(=O)C)CC=1C(=C(C=CC1)C1=CC=CC=C1)F